9,12,13-trihydroxy-10,15-octadecadienoic acid OC(CCCCCCCC(=O)O)C=CC(C(CC=CCC)O)O